C1(CC1)C1=C(N=CS1)[C@]1(NC(NC1=O)=O)CNC(OC(C)(C)C)=O |r| rac-tert-butyl {[4-(5-cyclopropyl-1,3-thiazol-4-yl)-2,5-dioxoimidazolidin-4-yl]methyl}carbamate